NC=1C=C(C=C(C1)N)CC(=O)O 3,5-diaminophenylacetic acid